C1(=CC=CC=C1)C1=NC(=CC(=N1)C=1C=C(C=C(C1)N1C2=CC=C(C=C2C=2C=C(C=CC12)N1C2=C(C=3C=CC=CC13)C=NC=C2)N2C1=C(C=3C=CC=CC23)C=NC=C1)N1C2=CC=C(C=C2C=2C=C(C=CC12)N1C2=C(C=3C=CC=CC13)C=NC=C2)N2C1=C(C=3C=CC=CC23)C=NC=C1)C1=CC=CC=C1 5,5',5'',5'''-((5-(2,6-diphenylpyrimidin-4-yl)-1,3-phenylene)bis(9H-carbazole-9,3,6-triyl))tetrakis(5H-pyrido[4,3-b]indole)